1-methyldimethoxysilyl-6-bis(4-methylpiperazin-1-yl)phenylsilylhexane C[Si](CCCCCC[Si](C1=CC=CC=C1)(N1CCN(CC1)C)N1CCN(CC1)C)(OC)OC